C(C)S(=O)(=O)C1=CC=C(C=C1)S(=O)(=O)NC1=C(C(=CC=C1)F)N1CCC(CC1)OC1=NC=CC=C1 4-(ethylsulfonyl)-N-(3-fluoro-2-(4-(pyridin-2-yloxy)piperidin-1-yl)phenyl)benzenesulfonamide